methylsulfonylmethanol CS(=O)(=O)CO